NCC1=CC(=C(C=C1)NC(=O)C1=CC2=C(OCCC3=C2SC=C3)C=C1C=1C(=NC(=CC1)C(NCCC)=O)C(=O)O)OCCCCCCC 3-(9-((4-(aminomethyl)-2-(heptyloxy)phenyl)carbamoyl)-4,5-dihydrobenzo[b]thieno[2,3-d]oxepin-8-yl)-6-(propylcarbamoyl)picolinic acid